C(C)OC(=C)C1=C2C=C(C(=NC2=CC(=C1)C)O)C1=CC=C(C=C1)OC 5-(1-ethoxyvinyl)-3-(4-methoxyphenyl)-7-methylquinolin-2-ol